2-Fluoro-N-methyl-4-[7-(quinolin-6-ylmethyl)imidazolo[1,2-b][1,2,4]triazin-2-yl]benzamide dibenzenesulfonic acid salt C1(=CC=CC=C1)S(=O)(=O)O.C1(=CC=CC=C1)S(=O)(=O)O.FC1=C(C(=O)NC)C=CC(=C1)C=1C=NC=2N(N1)C(=CN2)CC=2C=C1C=CC=NC1=CC2